The molecule is a secondary carboxamide resulting from the formal condensation of the carboxy group of 2-(4-methylpiperazin-1-yl)pyridine-4-carboxylic acid with the amino group of 5-{[(5-tert-butyl-1,3-oxazol-2-yl)methyl]sulfanyl}-1,3-thiazol-2-amine. A CDKL2 inhibitor (Kd = 63nM). It has a role as an EC 2.7.11.22 (cyclin-dependent kinase) inhibitor. It is a member of 1,3-oxazoles, a member of 1,3-thiazoles, an organic sulfide, a secondary carboxamide, a member of pyridines and a N-methylpiperazine. CC(C)(C)C1=CN=C(O1)CSC2=CN=C(S2)NC(=O)C3=CC(=NC=C3)N4CCN(CC4)C